4-(6-chloro-1-methyl-1H-imidazo[4,5-b]pyrazin-5-yl)-2-fluorobenzonitrile ClC1=C(N=C2C(=N1)N(C=N2)C)C2=CC(=C(C#N)C=C2)F